C[Si](C)(C)C#CC1CC(C1)C(=O)OC methyl 3-((trimethylsilyl)ethynyl)cyclobutane-1-carboxylate